CC1=CC(=NC=C1OC1=CC(=C2C(=N1)N(C=N2)C)NC2=NC=C(C=C2)C(=O)N2C[C@H](O[C@@H](C2)C)C)C#N |r| 4-methyl-5-[3-methyl-7-[[5-[rac-(2R,6R)-2,6-dimethylmorpholine-4-carbonyl]pyridin-2-yl]amino]imidazo[4,5-b]pyridin-5-yl]oxypyridine-2-carbonitrile